CC1=CC(=C(C(N1)=O)CNC(=O)C1=CC2=C(ONO2)C=C1)SC N-((6-methyl-4-(methylsulfanyl)-2-oxo-1,2-dihydropyridin-3-yl)methyl)benzo[d][1,3]dioxazole-5-carboxamide